ClC=1C(=C(C=CC1)NC1=NC=NC2=CC(=C(C=C12)OC1CCN(CC1)CC(=O)O)OC)F 2-(4-((4-((3-chloro-2-fluorophenyl)amino)-7-methoxyquinazolin-6-yl)oxy)piperidine-1-yl)acetic acid